C(C)N1CC(CC1)C1=CC=CC(=N1)CO (6-(1-Ethylpyrrolidin-3-yl)pyridin-2-yl)methanol